OC[C@@H](C(=O)N1CC2=NN(C=C2C1)S(=O)(=O)C1=CC=C2C=NN(C2=C1)C)C1=CC=CC=C1 (2S)-3-hydroxy-1-{2-[(1-methyl-1H-indazol-6-yl)sulfonyl]-2H,4H,5H,6H-pyrrolo[3,4-c]pyrazol-5-yl}-2-phenylpropan-1-one